2,7-dihydroxy-9H-fluorene OC1=CC=2CC3=CC(=CC=C3C2C=C1)O